ClC1=C(C(=O)NC2=C3C=NN(C3=CC=C2)C)C=C(C=C1)CNC(COC)=O 2-Chloro-5-{[(methoxyacetyl)amino]methyl}-N-(1-methyl-1H-indazol-4-yl)benzamide